O=C1CCN(CC1)C(=O)[C@H]1[C@@H](CN(CC1)C(=O)OC(C)(C)C)C1=CC=CC=C1 Tert-butyl (3R,4R)-4-(4-oxopiperidine-1-carbonyl)-3-phenylpiperidine-1-carboxylate